[Cl-].CO[Si](OC)(OC)CCC1=CC=C(C[N+](C)(C)C)C=C1 4-(trimethoxysilylethyl)benzyltrimethylammonium chloride